1H-pyrazol-4-amine N1N=CC(=C1)N